((1R,5S,6s)-6-((4-(2-aminopropan-2-yl)-6-(4-fluorophenyl)pyridin-2-yl)oxy)-3-azabicyclo[3.1.0]hexan-3-yl)(1-(pyrimidin-2-yl)-1H-pyrazol-4-yl)methanone NC(C)(C)C1=CC(=NC(=C1)C1=CC=C(C=C1)F)OC1[C@@H]2CN(C[C@H]12)C(=O)C=1C=NN(C1)C1=NC=CC=N1